2,2,5,5-Tetramethylpiperidin CC1(NCC(CC1)(C)C)C